CC1([C@H]2CN([C@@H]([C@@H]12)C(=O)O)C([C@H](CCC)NC(C(F)(F)F)=O)=O)C (1R,2S,5S)-6,6-dimethyl-3-((S)-2-(2,2,2-trifluoroacetamido)pentanoyl)-3-azabicyclo[3.1.0]hexane-2-carboxylic acid